6-((2-hydroxyethyl)(2-((2-hydroxyethyl)(4-(undecyloxy)-4-oxobutyl)amino)ethyl)amino)-hexyl 3-hexylnonanoate C(CCCCC)C(CC(=O)OCCCCCCN(CCN(CCCC(=O)OCCCCCCCCCCC)CCO)CCO)CCCCCC